N1N=CC2=CC(=CC=C12)C1=CC=C(C=C1)S(=O)(=O)N1C[C@@H]([C@@H](CC1)NC1=NC=C(C=C1)C(F)(F)F)O (3s,4r)-1-((4-(1H-indazol-5-yl)phenyl)sulfonyl)-4-((5-(trifluoromethyl)pyridin-2-yl)amino)piperidin-3-ol